The molecule is an amine that consists of an ethane skeleton substituted with a thiol group at C-1 and an amino group at C-2. It has a role as a radiation protective agent, a human metabolite and a mouse metabolite. It is an amine and a thiol. It derives from an ethylamine. It is a conjugate base of a cysteaminium. C(CS)N